tert-Butyl 4-(4-chlorobenzyl)-4-hydroxypiperidine-1-carboxylate ClC1=CC=C(CC2(CCN(CC2)C(=O)OC(C)(C)C)O)C=C1